9-(1-((2-carbamoyl-4-fluorophenyl)amino)ethyl-1-d)-4-methyl-N,N-bis(methyl-d3)-5-oxo-7-(trifluoromethyl)-4,5-dihydroimidazo[1,5-a]quinazoline-3-carboxamide C(N)(=O)C1=C(C=CC(=C1)F)NC(C)([2H])C=1C=C(C=C2C(N(C=3N(C12)C=NC3C(=O)N(C([2H])([2H])[2H])C([2H])([2H])[2H])C)=O)C(F)(F)F